chroman-3-yl 4-((1-(14-amino-3,6,9,12-tetraoxatetradecyl)-1H-1,2,3-triazol-4-yl)methoxy)-3,5-dihydroxybenzOate NCCOCCOCCOCCOCCN1N=NC(=C1)COC1=C(C=C(C(=O)OC2COC3=CC=CC=C3C2)C=C1O)O